NC1=CC=C(C=N1)/C=C/C(=O)NCC1=CC=2C(=NC=C(C2)C2=NC=C(C=C2)C(=O)N2CCC(CC2)(F)F)O1 (E)-3-(6-aminopyridin-3-yl)-N-((5-(5-(4,4-difluoropiperidine-1-carbonyl)pyridin-2-yl)furo[2,3-b]pyridin-2-yl)methyl)acrylamide